cis-3-methyl-N-(4-methyl-3-(pyrrolo[2,1-f][1,2,4]triazin-2-yl)phenyl)-6-azabicyclo[3.1.1]heptane-6-carboxamide CC1CC2N(C(C1)C2)C(=O)NC2=CC(=C(C=C2)C)C2=NN1C(C=N2)=CC=C1